C[C@@H]1N(CC1)C=1N=C(C2=C(N1)CCC2)C=2C=NC(=CC2)C2=CC=CC=C2 (S)-2-(2-methylazetidin-1-yl)-4-(6-phenylpyridin-3-yl)-6,7-dihydro-5H-cyclopenta[d]pyrimidine